C(#N)CC1(CC1)CN1N=CC(=C1)C=1C=CC(=NC1C1=CC=C2C=CC=NC2=C1)C#N 5-(1-{[1-(cyanomethyl)cyclopropyl]methyl}-1H-pyrazol-4-yl)-6-quinolin-7-ylpyridine-2-carbonitrile